3-[(3R,4S)-1-acetyl-4-methoxy-pyrrolidin-3-yl]-2-[[4-[6-[(4-cyano-2-fluoro-phenyl)methoxy]-2-pyridyl]-2,5-difluoro-phenyl]methyl]benzimidazole-5-carboxylic acid methyl ester COC(=O)C1=CC2=C(N=C(N2[C@@H]2CN(C[C@@H]2OC)C(C)=O)CC2=C(C=C(C(=C2)F)C2=NC(=CC=C2)OCC2=C(C=C(C=C2)C#N)F)F)C=C1